FC1=C(C=C(C(=C1)C(F)(F)F)F)NS(=O)(=O)C1=CNC=2CC(CCC12)C(C)(C)O N-[2,5-difluoro-4-(trifluoromethyl)phenyl]-6-(2-hydroxypropan-2-yl)-4,5,6,7-tetrahydro-1H-indole-3-sulfonamide